O=[IH+]C1=CC=CC=C1.C1(C=CC=C2C3=CC=CC=C3C=C12)=O fluorenone ketophenyl-iodonium salt